ClC=1C=C(C=CC1F)NC1=NC=NC2=CC(=C(C=C12)N(C(C([2H])([2H])[2H])=O)[2H])OC N-[4-[(3-chloro-4-fluorophenyl)amino]-7-methoxyquinazolin-6-yl]Acetamide-d4